tert-butyl (3R)-3-(hydroxymethyl)azepane-1-carboxylate OC[C@H]1CN(CCCC1)C(=O)OC(C)(C)C